NC1=NC(=CC=C1C(=O)NC)C1=C(C=C(C=C1C)C)OC 2-amino-6-(2-methoxy-4,6-dimethyl-phenyl)-N-methyl-pyridine-3-carboxamide